CC1(CCN(CC1)CC(=O)NC1=C(SC=C1C)CO)C 2-(4,4-dimethylpiperidin-1-yl)-N-(2-(hydroxymethyl)-4-methylthiophen-3-yl)acetamide